5-{[(tert-butyldimethylsilyl)oxy]methyl}-7-chloro-4,4-difluoro-2,3,4,5-tetrahydro-1H-1-benzazepin-5-ol [Si](C)(C)(C(C)(C)C)OCC1(C(CCNC2=C1C=C(C=C2)Cl)(F)F)O